OC1=C(C=CC=C1CCCCC)O hydroxy-3-n-pentylphenol